FC=1C=C2C=CC(NC2=CC1)=O 6-fluoro-1H-quinolin-2-one